C(C1=CC=CC=C1)OC1=NC(=CC=C1NC=1C=C(C=CC1)N1[C@H](CN(C[C@H]1C)C(=O)OC(C)(C)C)C)OCC1=CC=CC=C1 tert-butyl (3S,5R)-4-[3-[(2,6-dibenzyloxy-3-pyridyl)amino]phenyl]-3,5-dimethyl-piperazine-1-carboxylat